8-[(2S)-1-hydroxy-propan-2-yl]-2-(methylsulfonyl)pyrido[2,3-d]Pyrimidin-7(8H)-one OC[C@H](C)N1C(C=CC2=C1N=C(N=C2)S(=O)(=O)C)=O